1-(1-(2-(2-butoxyethoxy)ethoxy)prop-1-en-2-yl)-4-(1-isobutoxyprop-1-en-2-yl)benzene C(CCC)OCCOCCOC=C(C)C1=CC=C(C=C1)C(=COCC(C)C)C